(1-phenyl-1H-imidazol-4-yl)methanol C1(=CC=CC=C1)N1C=NC(=C1)CO